ClC=1N=C(C2=C(N1)C(=C(N=C2)Cl)F)N2C1C(C1CCCC2)(F)F 2,7-dichloro-4-(8,8-difluoro-2-azabicyclo[5.1.0]octan-2-yl)-8-fluoropyrido[4,3-d]pyrimidine